C(C1=CC=CC=C1)OC=1C(=NC=NC1OCC1=CC=CC=C1)CN1C(N(C(C1)C1=CC=C(C=C1)C#CC1=CC=C(CNC(CO)=O)C=C1)C(C)C)=O N-(4-((4-(1-((5,6-bis(benzyloxy)pyrimidin-4-yl)methyl)-3-isopropyl-2-oxoimidazolidin-4-yl)phenyl)ethynyl)benzyl)-2-hydroxyacetamide